1,3,4,5-Tetrahydro-2H-benzo[e][1,4]diazepine N1CCNCC2=C1C=CC=C2